3-(vinyl)benzenesulfinamide C(=C)C=1C=C(C=CC1)S(=O)N